(3S,5S)-tert-Butyl 3-((8-ethyl-6-(2-fluoro-4-(phenylmethylsulfonamido)phenyl)quinazolin-2-yl)amino)-5-fluoropiperidine-1-carboxylate C(C)C=1C=C(C=C2C=NC(=NC12)N[C@@H]1CN(C[C@H](C1)F)C(=O)OC(C)(C)C)C1=C(C=C(C=C1)NS(=O)(=O)CC1=CC=CC=C1)F